benzyl 4-(((trifluoromethyl)-sulfonyl) oxy)-8-oxa-1-azaspiro[4.5]dec-3-ene-1-carboxylate FC(S(=O)(=O)OC1=CCN(C12CCOCC2)C(=O)OCC2=CC=CC=C2)(F)F